FC1(C2(CN(C2)C2=NC(=CC3=C2N=C(N=C3)NC3CCN(CC3)S(=O)(=O)C=3C=NN(C3)C)C)CCNC1)F 8-(5,5-difluoro-2,7-diazaspiro[3.5]nonan-2-yl)-6-methyl-N-(1-((1-methyl-1H-pyrazol-4-yl)sulfonyl)piperidin-4-yl)pyrido[3,4-d]pyrimidin-2-amine